beta-butyloxypropionic acid C(CCC)OCCC(=O)O